N[C@@H]1CC[C@H](CC1)NC=1C=2N(N=CC1C(=NC1=C(C=C(C=C1)O)Cl)N)C=C(C2)C=2C=NN(C2)CCN 4-[(trans-4-aminocyclohexyl)amino]-6-[1-(2-aminoethyl)pyrazol-4-yl]-N'-(2-chloro-4-hydroxy-phenyl)pyrrolo[1,2-b]pyridazine-3-carboxamidine